COC(CC(C(C(C(C(C(F)(F)F)(F)F)(F)F)(F)F)(F)F)(F)F)OC 2-(perfluorohexyl)acetaldehyde dimethyl acetal